{4-(1-benzothiophen-2-yl-naphthalen-4-yl)-phenyl}-(4-benzothiazol-2-yl-phenyl)-(4-benzoxazol-2-yl-phenyl)amine S1C(=CC2=C1C=CC=C2)C2=CC=C(C1=CC=CC=C21)C2=CC=C(C=C2)N(C2=CC=C(C=C2)C=2OC1=C(N2)C=CC=C1)C1=CC=C(C=C1)C=1SC2=C(N1)C=CC=C2